1-ethyl-6,8-difluoro-(3-methyl-piperazine-1-yl)-2,3-dihydro-quinoline C(C)N1C(CCC2=CC(=CC(=C12)F)F)N1CC(NCC1)C